4-((2S,4r,6S)-2-cyano-7-((5-methoxy-7-methyl-1H-indol-4-yl)methyl)-7-azaspiro[3.5]nonan-6-yl)-N-((3-fluoroazetidin-3-yl)methyl)benzamide C(#N)C1CC2(C1)C[C@H](N(CC2)CC2=C1C=CNC1=C(C=C2OC)C)C2=CC=C(C(=O)NCC1(CNC1)F)C=C2